COC(=O)N1CCC(CC1)N1N=CC(=C1)NC1=NC(=NC=2N1N=CC2)C2=C(C=CC=C2F)F methyl-4-(4-((2-(2,6-difluorophenyl)pyrazolo[1,5-a][1,3,5]triazin-4-yl)amino)-1H-pyrazol-1-yl)piperidine-1-carboxylate